FC1=C(C=CC=C1B1OC(C(O1)(C)C)(C)C)C1=CC=NC=C1 4-[2-fluoro-3-(4,4,5,5-tetramethyl-1,3,2-dioxaborolan-2-yl)phenyl]pyridine